(3-chloro-2,4-dimethyl-5,7-dihydropyrrolo[3,4-b]pyridin-6-yl)-[(3R)-1-[2-(difluoromethyl)-4-pyridyl]pyrrolidin-3-yl]methanone ClC=1C(=C2C(=NC1C)CN(C2)C(=O)[C@H]2CN(CC2)C2=CC(=NC=C2)C(F)F)C